CCCCCCCCCCCCCCCC(=O)NCCOP(=O)(O)OC[C@@H](COC(=O)CCCCCCCCCCCCCCC)OC(=O)CCCCCCCCCCCCCCC The molecule is an N-acylphosphatidylethanolamine in which the N- and O-acyl groups are specified as hexadecanoyl (palmitoyl). It derives from a hexadecanoic acid. It is a conjugate acid of a N-hexadecanoyl-1,2-dihexadecanoyl-sn-glycero-3-phosphoethanolamine(1-).